C(C)(C)(C)OC(=O)NCC=1SC(=CN1)SC=1C=C(C=C(C1)C1=CC=CC=C1)N(C(OC(C)(C)C)=O)C tert-butyl (5-((2-(((tert-butoxycarbonyl)amino)methyl)thiazol-5-yl)thio)-[1,1'-biphenyl]-3-yl)(methyl)carbamate